N-(5-cyclopropyl-6-oxo-2-(o-toluylamino)-5,6-dihydro-1,5-naphthyridin-3-yl)-3-fluoro-5-(trifluoromethyl)benzamide C1(CC1)N1C=2C=C(C(=NC2C=CC1=O)NC1=C(C=CC=C1)C)NC(C1=CC(=CC(=C1)C(F)(F)F)F)=O